N-benzyl-3-(trifluoromethyl)cyclohexane-1-carboxamide C(C1=CC=CC=C1)NC(=O)C1CC(CCC1)C(F)(F)F